O=C1C(O)=C([O-])[C@H](O1)[C@@H](O)CO.[Na+] sodium (R)-ascorbate